(2-chloro-6-methylamino-purin-9-yl)tetrahydrothiophene-3,4-diol ClC1=NC(=C2N=CN(C2=N1)C1SCC(C1O)O)NC